C(C)(C)(C)OC(=O)N1C(CCC1)N1CC2=C(C3=C(N=CN=C3N)N2CC1)C#CC=1C(=CC2=C(N=C(S2)C2CC2)C1F)F (4-amino-5-((2-cyclopropyl-4,6-difluorobenzo[d]thiazol-5-yl)ethynyl)-8,9-dihydropyrazino[1',2':1,5]pyrrolo[2,3-d]pyrimidin-7(6H)-yl)pyrrolidine-1-carboxylic acid tert-butyl ester